FC=1C=C(C(=O)NC2=CC(=C(C=C2)F)C(=O)C=2C=C3N=CC=NC3=CC2)C=CC1 3-fluoro-N-(4-fluoro-3-(quinoxaline-6-carbonyl)phenyl)Benzamide